NC([C@H](CCC(=O)OC(C)(C)C)N1C(C2=CC=C(C=C2C1)C[C@@H]1[C@H](CCCC1)NC1CCC(CC1)OC(F)F)=O)=O tert-Butyl (S)-5-amino-4-(5-(((1R,2S)-2-((4-(difluoromethoxy)cyclohexyl) amino)cyclohexyl)methyl)-1-oxoisoindolin-2-yl)-5-oxopentanoate